CC1=C(C=CC(=C1)C1=NC2=C(C=CC=C2C=C1)C)NC(OC(C)(C)C)=O tert-butyl (2-methyl-4-(8-methylquinolin-2-yl)phenyl)carbamate